tert-Butyl 4-(((3S*,4R*)-4-(5-(2,4-dioxotetrahydropyrimidin-1(2H)-yl)-3-methyl-1H-pyrrolo[2,3-b]pyridin-1-yl)-3-fluoropiperidin-1-yl)methyl)piperidine-1-carboxylate O=C1N(CCC(N1)=O)C=1C=C2C(=NC1)N(C=C2C)[C@H]2[C@H](CN(CC2)CC2CCN(CC2)C(=O)OC(C)(C)C)F |o1:18,19|